(R)-4-(3-(dimethylamino)-3-(4-methyl-3-(trifluoromethyl)-phenethyl)piperidin-1-yl)-2,6-difluoro-N-(pyrimidin-4-yl)benzenesulfonamide CN([C@]1(CN(CCC1)C1=CC(=C(C(=C1)F)S(=O)(=O)NC1=NC=NC=C1)F)CCC1=CC(=C(C=C1)C)C(F)(F)F)C